(3R)-3-piperidyl[oxy]-1H-pyrrolo[2,3-b]pyridine N1C[C@@H](CCC1)ON1C=CC=2C1=NC=CC2